2-(9-(7-chloronaphtho[1,2-b]benzofuran-5-yl)dibenzo[b,d]furan-2-yl)-4,6-diphenyl-1,3,5-triazine ClC1=CC=CC2=C1C1=C(O2)C=2C=CC=CC2C(=C1)C1=CC=CC2=C1C1=C(O2)C=CC(=C1)C1=NC(=NC(=N1)C1=CC=CC=C1)C1=CC=CC=C1